BrC1=CC2=C(N(C(O2)=O)CC2=NC=C(C=C2)C=2OC(=NN2)C(F)F)C=C1F 6-bromo-3-((5-(5-(difluoromethyl)-1,3,4-oxadiazole-2-yl)pyridine-2-yl)methyl)-5-fluorobenzo[d]oxazole-2(3H)-one